4-((6-methyl-7-phenyl-1H-imidazo[4,5-c]pyridin-1-yl)methyl)benzenesulfonamide CC1=C(C2=C(C=N1)N=CN2CC2=CC=C(C=C2)S(=O)(=O)N)C2=CC=CC=C2